tert-butyl 6-[7-[2,4-difluoro-6-(2-methoxyethoxy)phenyl]-3-fluoro-6-(4,5,6,7-tetrahydrothiazolo[5,4-c]pyridin-2-yl)thieno[3,2-c]pyridin-4-yl]-3,4-dihydro-1H-isoquinoline-2-carboxylate FC1=C(C(=CC(=C1)F)OCCOC)C=1C2=C(C(=NC1C=1SC=3CNCCC3N1)C=1C=C3CCN(CC3=CC1)C(=O)OC(C)(C)C)C(=CS2)F